C(C)(C)(C)OC(N[C@H](CF)CN1C(C=2C=C3C(=CC2CC1)N(C(=N3)C=3N(C1=CC=CC=C1C3)CC3(CC3)OC)C)=O)=O (S)-(1-fluoro-3-(2-(1-((1-methoxycyclopropyl)methyl)-1H-indol-2-yl)-1-methyl-5-oxo-1,5,7,8-tetrahydro-6H-imidazo[4,5-g]isoquinolin-6-yl)propan-2-yl)carbamic acid tert-butyl ester